N,N,N',N'-tetramethyl-2,2-dimethyl-1,3-propanediamine CN(CC(CN(C)C)(C)C)C